methyl 2-fluoro-4-(6-isopropoxypyrazin-2-yl)benzoate FC1=C(C(=O)OC)C=CC(=C1)C1=NC(=CN=C1)OC(C)C